2,4,6-triallylphenol C(C=C)C1=C(C(=CC(=C1)CC=C)CC=C)O